C(C)(C)(C)OCCOC(COCCCC)C 1-[2-(2-tert-butoxyethoxy)propoxy]butane